(2S,4S)-4-fluoro-2-(trifluoromethyl)pyrrolidine hydrochloride Cl.F[C@H]1C[C@H](NC1)C(F)(F)F